C(C1=CC=CC=C1)OC1=NC(=CC=C1N1C(N(C2=C1C=CC=C2N2CCC(CC2)OC2CCC(CC2)C(OC)OC)C)=O)OCC2=CC=CC=C2 1-(2,6-dibenzyloxy-3-pyridyl)-4-[4-[4-(dimethoxymethyl)cyclohexoxy]-1-piperidyl]-3-methyl-benzimidazol-2-one